ClC1=CC(=C(C=C1Cl)[C@@H](C1CCN(CC1)C(=O)C1(CN(C1)C(=O)OC(C)(C)C)F)NS(=O)C(C)(C)C)O tert-butyl 3-[4-[(R)-(4,5-dichloro-2-hydroxyphenyl)[(2-methylpropane-2-sulfinyl)amino]methyl]piperidine-1-carbonyl]-3-fluoroazetidine-1-carboxylate